6-fluoro-2,3-dihydrobenzofuran FC1=CC2=C(CCO2)C=C1